N1=C(SC2=C1C1=C(C=C2)OCCO1)N1C(NC(C1C#CC)CO)=O 1-(7,8-dihydro-[1,4]dioxino[2',3':5,6]benz[1,2-d]thiazol-2-yl)-4-(hydroxymethyl)-5-(prop-1-yn-1-yl)imidazolidin-2-one